7'-bromo-6'-methoxy-2'-methyl-2',3'-dihydro-1'H-spiro[cyclopropane-1,4'-isoquinoline] BrC1=C(C=C2C3(CN(CC2=C1)C)CC3)OC